ClC=1C=C(C=C(C1)F)N1C=C(C=2CC(CCC12)(F)F)C=C 1-(3-chloro-5-fluorophenyl)-5,5-difluoro-3-vinyl-4,5,6,7-tetrahydro-1H-indol